Cl.C(C)(=O)OCC=O (E)-2-oxoethyl acetate hydrochloride